CS(=O)(=O)[O-].C(C)[NH+]1CC(CC1)CCC 1-Ethyl-3-propylpyrrolidinium methansulfonat